N'-(3,3,3-trifluoropropyl)benzoylHydrazine FC(CCNNC(C1=CC=CC=C1)=O)(F)F